3-fluoro-4-({2-[(3S,4S)-4-hydroxytetrahydro-2H-pyran-3-yl]-6,7-dimethyl-3-oxo-2,3-dihydro-1H-isoindol-5-yl}methyl)benzonitrile FC=1C=C(C#N)C=CC1CC=1C=C2C(N(CC2=C(C1C)C)[C@H]1COCC[C@@H]1O)=O